diethyl (4-((2-amino-4-(trifluoromethyl) phenyl) ethynyl) phenyl) phosphate P(=O)(OCC)(OCC)OC1=CC=C(C=C1)C#CC1=C(C=C(C=C1)C(F)(F)F)N